1-Cyclobutyl-3-(7-((2-hydroxy-1-phenylethyl)amino)quinazolin-2-yl)urea C1(CCC1)NC(=O)NC1=NC2=CC(=CC=C2C=N1)NC(CO)C1=CC=CC=C1